7-[[5-[(2S)-2-(1-hydroxy-1-methyl-ethyl)morpholin-4-yl]-2-pyridyl]amino]-4-(7-methylimidazo[1,2-a]pyridin-3-yl)isoindolin-1-one OC(C)(C)[C@@H]1CN(CCO1)C=1C=CC(=NC1)NC=1C=CC(=C2CNC(C12)=O)C1=CN=C2N1C=CC(=C2)C